5-[5-[3-(4-chlorophenoxy)pyrrolidin-1-yl]-6-methyl-pyridazin-3-yl]-1H-pyrimidine-2,4-dione ClC1=CC=C(OC2CN(CC2)C=2C=C(N=NC2C)C=2C(NC(NC2)=O)=O)C=C1